C(C)(C)(C)OC(=O)NC\C=C(\CSC1=CC=C(C(=O)OC)C=C1)/F methyl (Z)-4-((4-((tert-butoxycarbonyl)amino)-2-fluorobut-2-en-1-yl)thio)benzoate